N-(4-hydroxy-3-methoxyphenethyl)-2-phenylacetamide OC1=C(C=C(CCNC(CC2=CC=CC=C2)=O)C=C1)OC